CN([C@H](C)C(=O)[O-])C1=CC=C2C(=CC(OC2=C1)=O)C1=C(C=CC=C1)C N-methyl-N-(2-oxo-4-(o-tolyl)-2H-chromen-7-yl)-D-alaninate